(S)-4-(7-chloro-2-(((2R,7aS)-2-fluorotetrahydro-1H-pyrrolizin-7a(5H)-yl)methoxy)pyrido[4,3-d]pyrimidin-4-yl)-1,4-oxazepan-6-ol ClC1=CC=2N=C(N=C(C2C=N1)N1CCOC[C@H](C1)O)OC[C@]12CCCN2C[C@@H](C1)F